1-(diphenylmethylene)-2-phenylhydrazine C1(=CC=CC=C1)C(=NNC1=CC=CC=C1)C1=CC=CC=C1